C1(CCCC1)OC1=CC=CC=C1 cyclopentoxybenzene